1H-benzo[d]imidazole-5,6-diyl dimethyl bis(carbonate) C(OC1=CC2=C(NC=N2)C=C1OC(OC)=O)(OC)=O